OC1=C(C=CC=C1)C(C=CC=1C=C(C=CC1)C1=CC(=CC=C1)C1OC2=C(C(C1)=O)C=CC=C2)=O 2-[3'-[3-(2-Hydroxyphenyl)-3-oxo-1-propenyl]biphenyl-3-yl]-2H-1-benzopyran-4(3H)-one